C1(=CC=CC=C1)C1=NC(=NC(=N1)C1=CC=CC=C1)C1=C(C=C(C=C1)OCC)O 2-(4,6-diphenyl-1,3,5-triazin-2-yl)-5-ethoxyphenol